C(C1=CC=CC=C1)N1C(C(CCC1=O)N1C(C2=CC=CC(=C2C1=O)NCCOCCOC1=CC2=C(N(C=N2)C2=CC=C(C=C2)NC(=O)NC=2NN=C(C2)C(C)(C)C)C=C1)=O)=O 1-{4-[5-(2-{2-[2-(1-benzyl-2,6-dioxopiperidin-3-yl)-1,3-dioxo-2,3-dihydro-1H-isoindol-4-ylamino]-ethoxy}-ethoxy)-benzimidazol-1-yl]-phenyl}-3-(5-tert-butyl-2H-pyrazol-3-yl)-urea